C(C)(CC)NCC1=CC(=NC(=C1)C)N1C(C2=CC(=CC=C2C1)C1=C(C=C(C=C1)F)C1=NN=CN1C)=O 2-(4-((sec-Butylamino)methyl)-6-methylpyridin-2-yl)-6-(4-fluoro-2-(4-methyl-4H-1,2,4-triazol-3-yl)phenyl)isoindolin-1-one